11-cis-Retinal CC1=C(/C=C/C(C)=C/C=C\C(C)=C\C=O)C(C)(C)CCC1